2-(5-((dibenzo[b,d]furan-2-ylmethyl)amino)-6-oxo-2-(1H-pyrazol-4-yl)pyrimidin-1(6H)-yl)acetic acid C1=C(C=CC=2OC3=C(C21)C=CC=C3)CNC3=CN=C(N(C3=O)CC(=O)O)C=3C=NNC3